[NH4+].[N+](=O)([O-])[O-].[NH4+].[N+](=O)([O-])[O-] ammonium nitrate monoammonium